(Z)-3-(4-bromo-1-methyl-1H-pyrazol-5-yl)-2-(naphthalen-2-yl)acrylonitrile BrC=1C=NN(C1\C=C(/C#N)\C1=CC2=CC=CC=C2C=C1)C